ClC1=CC=C2C(=C(N(C2=C1)C=1C=NN(C1)C(C)C)C1CC1)SC=1C=C(C(=O)O)C=CC1 3-((6-chloro-2-cyclopropyl-1-(1-isopropyl-1H-pyrazol-4-yl)-1H-indol-3-yl)thio)benzoic acid